2-fluoro-3-(6-(2-fluoro-3-hydroxyphenoxy)pyridin-2-yl)phenol FC1=C(C=CC=C1C1=NC(=CC=C1)OC1=C(C(=CC=C1)O)F)O